NC1=CC(=C(OC=2N=C(SC2C(C)=O)C)C=C1F)F 1-[4-(4-amino-2,5-difluoro-phenoxy)-2-methyl-thiazol-5-yl]ethanone